(S)-(4-(4-fluorobenzo[d]thiazol-2-yl)-6,7-dihydro-1H-imidazo[4,5-c]pyridin-5(4H)-yl)(4-(pyridin-2-yl)oxazol-5-yl)methanone FC1=CC=CC2=C1N=C(S2)[C@H]2N(CCC1=C2N=CN1)C(=O)C1=C(N=CO1)C1=NC=CC=C1